C(C1=CC=CC=C1)ON1C(C=C(C=C1)Cl)=O 1-(benzyloxy)-4-chloropyridin-2-one